Methyl (2S)-3-[1-[(2,4-Dimethoxyphenyl)methyl]tetrazol-5-yl]-2-(9H-fluoren-9-ylmethoxycarbonylamino)propanoate COC1=C(C=CC(=C1)OC)CN1N=NN=C1C[C@@H](C(=O)OC)NC(=O)OCC1C2=CC=CC=C2C=2C=CC=CC12